NCC1=C(C=C(C=C1)C=1N(C2SC3=C(N2C1)C=CC=C3)CCCN3CCCCC3)C 2-(4-(aminomethyl)-3-methylphenyl)-N-(3-(piperidin-1-yl)propyl)benzo[d]imidazo[2,1-b]thiazole